C(=O)(O)CC(C(=O)[O-])(CC)O carboxymethyl-hydroxybutyrate